2-((6-Chloro-2-(((tetrahydro-2H-pyran-4-yl)methyl)amino)pyridin-3-yl)amino)-2-oxoethyl acetate C(C)(=O)OCC(=O)NC=1C(=NC(=CC1)Cl)NCC1CCOCC1